4-((1r,5r,6r)-6-hydroxy-3-azabicyclo[3.2.1]oct-3-yl)pyrido[4,3-d]pyrimidine O[C@H]1[C@H]2CN(C[C@@H](C1)C2)C=2C1=C(N=CN2)C=CN=C1